5-(2,4-difluoro-phenoxy)-1-ethanesulfonyl-6-methoxy-2,3-dihydro-1H-indole FC1=C(OC=2C=C3CCN(C3=CC2OC)S(=O)(=O)CC)C=CC(=C1)F